isopropyl (S)-2-((5-acrylamido-4-(3-(dimethylamino)pyrrolidin-1-yl)-2-methoxyphenyl)amino)-4-(3,3,5-trimethyl-2,3-dihydro-1H-pyrrolo[3,2-b]pyridin-1-yl)pyrimidine-5-carboxylate C(C=C)(=O)NC=1C(=CC(=C(C1)NC1=NC=C(C(=N1)N1CC(C2=NC(=CC=C21)C)(C)C)C(=O)OC(C)C)OC)N2C[C@H](CC2)N(C)C